4-[2-(2-trifluoromethylbenzoyl)-2,3,4,9-tetrahydro-1H-β-carbolin-9-ylmethyl]-N-hydroxybenzoamide FC(C1=C(C(=O)N2CC=3N(C4=CC=CC=C4C3CC2)CC2=CC=C(C(=O)NO)C=C2)C=CC=C1)(F)F